ON1C(=O)N(C(=O)C1(C)C)O 1,3-dihydroxy-5,5-dimethylhydantoin